CC=1C=CC=2N(C3=CC=C(C=C3C2C1)C)C1=C(C(=C(C(=C1)C1=NC(=NC(=C1)C1=CC=CC=C1)C1=CC=CC=C1)N1C2=CC=CC=C2C=2C=CC=CC12)C1=NC(=NC(=C1)C1=CC=CC=C1)C1=CC=CC=C1)N1C2=CC=CC=C2C=2C=CC=CC12 9,9'-(4-(3,6-dimethyl-9H-carbazol-9-yl)-2,6-bis(2,6-diphenylpyrimidin-4-yl)-1,3-phenylene)bis(9H-carbazole)